5-methoxy-1H-benzimidazole-2-ylamine COC1=CC2=C(NC(=N2)N)C=C1